[Mg+2].S(=O)([O-])[O-].ClCC(=O)NC1=NC=CN=C1 2-chloro-N-(pyrazin-2-yl)acetamide sulphite magnesium